[2,2'-bipyridine]-5-amine N1=C(C=CC(=C1)N)C1=NC=CC=C1